COC=1C=C(C=CC1O)N[C@@H](CO)C(=O)O 3-methoxy-4-hydroxyphenylserine